(4-fluorophenyl)-2-isopropyl-5-oxo-2,5-dihydropyridazine-4-carboxylic acid FC1=CC=C(C=C1)C=1N(N=CC(C1C(=O)O)=O)C(C)C